C(C)C1=NNC(=C1CC)I 3,4-diethyl-5-iodo-1H-pyrazole